1-(3-aminopropyl)-4-(2,3-dichloro-6-hydroxyphenyl)pyrrolidine-2-thione NCCCN1C(CC(C1)C1=C(C(=CC=C1O)Cl)Cl)=S